3-(2-morpholinoethoxy)aniline O1CCN(CC1)CCOC=1C=C(N)C=CC1